3-bromo-6-(2-(trifluoromethoxy)benzyl)-7,8-dihydro-1,6-naphthyridin-5(6H)-one BrC=1C=NC=2CCN(C(C2C1)=O)CC1=C(C=CC=C1)OC(F)(F)F